(3R)-3-[4-(2-acetoxyacetyl)anilino]piperidine-1-carboxylic acid tert-butyl ester C(C)(C)(C)OC(=O)N1C[C@@H](CCC1)NC1=CC=C(C=C1)C(COC(C)=O)=O